N1O[C@H](CCO1)N1C(C2=CC(=CC=C2C1=O)F)=O 2-((R)-2,6-dioxapiperidin-3-yl)-6-fluoroisoindole-1,3-dione